(S)-(1,3-dimethyl-1H-1,2,4-triazol-5-yl)(4-(7-methoxybenzo[d]oxazol-2-yl)-6,7-dihydro-1H-imidazo[4,5-c]pyridin-5(4H)-yl)methanone CN1N=C(N=C1C(=O)N1[C@@H](C2=C(CC1)NC=N2)C=2OC1=C(N2)C=CC=C1OC)C